POTASSIUM-CALCIUM [Ca].[K]